N-((S)-1-(6-((R)-Cyclopropyl(2-(3,3-difluorocyclobutyl)acetamido)methyl)-1H-benzo[d]imidazol-2-yl)-2-(1-(trifluoromethyl)cyclopropyl)ethyl)-1-isopropyl-1H-pyrazole-5-carboxamide C1(CC1)[C@H](C=1C=CC2=C(NC(=N2)[C@H](CC2(CC2)C(F)(F)F)NC(=O)C2=CC=NN2C(C)C)C1)NC(CC1CC(C1)(F)F)=O